2-cyanomethyl-1,3-dimethylimidazolium C(#N)CC=1N(C=C[N+]1C)C